[Yb].[Tb] terbium-ytterbium